(2-hydroxyphenyl)(4-phenyl-3-tosyl-1H-pyrazol-5-yl)methanone OC1=C(C=CC=C1)C(=O)C1=C(C(=NN1)S(=O)(=O)C1=CC=C(C)C=C1)C1=CC=CC=C1